ClC=1C=C(C=C(C1)F)N1N=CC(=C1)CC(=O)OC(C)(C)C tert-butyl 2-[1-(3-chloro-5-fluorophenyl)pyrazol-4-yl]acetate